(R)-N-((R/S)-1-(3-(1,1-difluoro-2-hydroxyethyl)-2-fluorophenyl)ethyl)-2-methylpropane-2-sulfinamide FC(CO)(F)C=1C(=C(C=CC1)[C@@H](C)N[S@](=O)C(C)(C)C)F |&1:11|